CC1(C(C1)C1=CC(=C(C=C1)OC)F)C 1-(2,2-dimethylcyclopropyl)3-fluoro-4-methoxybenzene